[C@@H]1(C[C@H](O)[C@@H](CO)O1)N1N=CC=2C(N)=NC=NC12 2'-deoxy-7-deaza-8-azaadenosine